CSC=1N=CC2=C(N1)C(N(C2)CCC(=O)OC(C)(C)C)=O tert-butyl 3-(2-methylthio-7-oxo-5,7-dihydro-6H-pyrrolo[3,4-d]pyrimidin-6-yl)propanoate